C1(CC1)NC(=O)C1=CC=C(C=N1)C=1C(CN(CC1)CC=1C=C2NC(C=3N(C2=CC1)C=CC3F)=O)C N-cyclopropyl-1'-((3-fluoro-4-oxo-4,5-dihydropyrrolo[1,2-a]quinoxalin-7-yl)methyl)-3'-methyl-1',2',3',6'-tetrahydro-[3,4'-bipyridine]-6-carboxamide